tert-butyl-(6-aminohexyl) carbamate C(N)(OCCCCCC(N)C(C)(C)C)=O